O1CCN(CC1)C1=NC=C(C=N1)C(=O)O 2-morpholinopyrimidine-5-carboxylic acid